C(C)C1=NC(=CC=C1N1C[C@@H](CC(C1)(F)F)CC(=O)OC)C=1N=NN(C1COS(=O)(=O)C)C methyl 2-[(3R)-1-(2-ethyl-6-{5-[(methanesulfonyloxy)methyl]-1-methyl-1H-1,2,3-triazol-4-yl}pyridin-3-yl)-5,5-difluoropiperidin-3-yl]acetate